NCCCN(CCC=O)CCCN 3-(bis(3-aminopropyl)amino)propan-1-one